(3aS,4R,6aR)-2,3,3a,4,5,6a-hexahydrofuro[2,3-b]furan-4-ol O1CC[C@@H]2[C@H]1OC[C@@H]2O